dichlorodi-tert-butyl-(4-dimethylaminophenyl)palladium (ii) ClC(C(C)(C)[Pd-](C1=CC=C(C=C1)N(C)C)C(C)(C)C)Cl